FC=1C=C(C=CC1F)[C@H]1[C@@H](C1)NC1=C2N=CN(C2=NC(=N1)S(=O)(=O)C)C N-((1R,2S)-2-(3,4-difluorophenyl)cyclopropyl)-9-methyl-2-(methylsulfonyl)-9H-purin-6-amine